NC[C@@H](C(=O)O)CC1=CC=C(C=C1)OC (S)-3-amino-2-(4-methoxybenzyl)propionic acid